FC(C1=CC=2N(C=C1)C=CN2)F 7-(difluoromethyl)imidazo[1,2-a]pyridine